4-[5-(1-amino-2-hydroxyethyl)pyridin-2-yl]-3-(5-cyclopropyl-2-methylpyrazol-3-yl)oxybenzonitrile NC(CO)C=1C=CC(=NC1)C1=C(C=C(C#N)C=C1)OC=1N(N=C(C1)C1CC1)C